FC(C(=O)O)(F)F.FC=1C=C(C=NC1)N1C[C@H](CCC1)N (3S)-1-(5-fluoropyridin-3-yl)piperidin-3-amine trifluoroacetate salt